C(CC)(=O)OCCC1=CC(=CC=C1)C1=C(C=CC=C1)O 3-(2-hydroxyphenyl)phenethyl alcohol propionate